BrC=1C=C(C2=C(NC(O2)=O)C1)C 5-bromo-7-methylbenzo[d]oxazol-2(3H)-one